5-(5-bromo-3-pyridyl)-3H-1,3,4-oxadiazol-2-one BrC=1C=C(C=NC1)C1=NNC(O1)=O